Ethyl 5-cyclopropyl-7-hydroxy-6,7-dihydro-5H-pyrrolo[1,2-b][1,2,4]triazole-2-carboxylate C1(CC1)C1CC(C=2N1N=C(N2)C(=O)OCC)O